(S)-1-chloro-3-(4-(2-(4-((S)-2-hydroxy-3-morpholinopropoxy)phenyl)propan-2-yl)phenoxy)propan-2-ol ClC[C@H](COC1=CC=C(C=C1)C(C)(C)C1=CC=C(C=C1)OC[C@H](CN1CCOCC1)O)O